OC1(CCC(CC1)NC(O[C@@H]1C[C@@H](CC1)C1=CC(=NN1)NC(CC1=CC=CC=C1)=O)=O)C (1S,3R)-3-{3-[(phenylacetyl)amino]-1H-pyrazol-5-yl}cyclopentyl (trans-4-hydroxy-4-methylcyclohexyl)carbamate